8-(2,2-dimethylpropyl)-2-{[(1R)-1-phenylethyl]amino}pyrido[2,3-d]pyrimidin-7(8H)-one CC(CN1C(C=CC2=C1N=C(N=C2)N[C@H](C)C2=CC=CC=C2)=O)(C)C